ClC1=C(C=CC=C1C(F)(F)F)CC1=NOC(N1CC1CCCCC1)=O 3-{[2-chloro-3-(trifluoromethyl)phenyl]methyl}-4-(cyclohexylmethyl)-4,5-dihydro-1,2,4-oxadiazol-5-one